5,7-dibromo-4(1H)-quinolinone BrC1=C2C(C=CNC2=CC(=C1)Br)=O